2-Chloro-N-[5-chloro-2-(7-fluoro-1H-indazole-4-carbonyl)-3-pyridyl]acetamide ClCC(=O)NC=1C(=NC=C(C1)Cl)C(=O)C=1C=2C=NNC2C(=CC1)F